FC1=CC=C(C=C1)C(=O)C1=CNC=2N=C(N=C(C21)NC2(COC2)C)NC2=CC=C(C=C2)N2CCN(CC2)C (4-fluorophenyl)(4-((3-methyloxetan-3-yl)amino)-2-((4-(4-Methylpiperazin-1-yl)phenyl)amino)-7H-Pyrrolo[2,3-d]pyrimidin-5-yl)methanone